C(C)(C)OC1=C(C=CC=2N1N=C(N2)NC2CCNCC2)C=2C=NNC2 5-isopropoxy-N-(piperidin-4-yl)-6-(1H-pyrazol-4-yl)-[1,2,4]triazolo[1,5-a]pyridin-2-amine